2-((benzyloxy)methyl)propan-1,3-d-2-ol C(C1=CC=CC=C1)OCC(C[2H])(C[2H])O